ClC=1C(=C2C=NNC2=C(C1F)NC(COC)C)C=1N=CC=2N(C1)C=C(N2)NC(=O)C2C(C2)F N-(6-(5-chloro-6-fluoro-7-((1-methoxypropan-2-yl)amino)-1H-indazol-4-yl)imidazo[1,2-a]pyrazin-2-yl)-2-fluorocyclopropane-1-carboxamide